C(C)(=O)C1=NN(C2=CC=C(C=C12)C1=NC=C(N=C1)C)CC(=O)OC(C)(C)C tert-Butyl 2-(3-acetyl-5-(5-methylpyrazin-2-yl)-1H-indazol-1-yl)acetate